C(C)C[Si](C)(OC)CCCOC(C=C)=O ethylacryloxypropylmethoxydimethylsilane